1-{4-[(4-benzoylphenyl)sulfanyl]phenyl}-2-methyl-2-[(1,1,2,2,2-pentamethyldisilan-1-yl)oxy]propan-1-one C(C1=CC=CC=C1)(=O)C1=CC=C(C=C1)SC1=CC=C(C=C1)C(C(C)(O[Si]([Si](C)(C)C)(C)C)C)=O